ClC=1C=C(C=C(C1CC1=CC(=C(C=C1)OC)C1=CC(=C(C=C1)F)Cl)Cl)O 3,5-dichloro-4-[[3-(3-chloro-4-fluorophenyl)-4-methoxy-phenyl]methyl]phenol